tert-butyl (R)-3-(3-(4-fluoro-1H-indazol-7-yl)-1,2,4-oxadiazol-5-yl)-3-methylpiperidine-1-carboxylate FC1=C2C=NNC2=C(C=C1)C1=NOC(=N1)[C@]1(CN(CCC1)C(=O)OC(C)(C)C)C